C(C1=CC=CC=C1)OC1CCC(CC1)C=O 4-(benzyloxy)cyclohexane-1-carbaldehyde